C(C)OC(=O)C=1NC2=C(C=CC=C2C1)C(=C)CC(=O)OC(C)(C)C.CSNC1=CC=CC=C1 methylthioaniline ethyl-7-(4-(tert-butoxy)-4-oxobut-1-en-2-yl)-1H-indole-2-carboxylate